C1(=CC=CC=C1)C(C)OC1=CC=C(C=C1)C1=CC2=C(N=CN=C2C=2CCNCC2)N1 6-(4-(1-Phenylethoxy)phenyl)-4-(1,2,3,6-tetrahydropyridin-4-yl)-7H-pyrrolo[2,3-d]pyrimidine